OC(CON1C(CC(CC1(C)C)OC(CCCCCCCCC(=O)OC1CC(N(C(C1)(C)C)OCC(C)(C)O)(C)C)=O)(C)C)(C)C bis(1-(2-hydroxy-2-methylpropoxy)-2,2,6,6-tetramethylpiperidine-4-yl)sebacate